2-(4-(4-(aminomethyl)-1-oxo-1,2-dihydrophthalazin-6-yl)-1-methyl-1H-pyrazol-5-yl)-6-ethyl-5-methoxybenzonitrile NCC1=NNC(C2=CC=C(C=C12)C=1C=NN(C1C1=C(C#N)C(=C(C=C1)OC)CC)C)=O